6-chloro-1-ethyl-1-methyl-1,3-dihydrofuro[3,4-c]pyridine-4-carboxylic acid methyl ester COC(=O)C1=NC(=CC2=C1COC2(C)CC)Cl